butanediol Dithiopropionate C(CC)(=S)OC(CCC)O